l-N-(thiazol-2-yl)piperidine-3-carboxamide S1C(=NC=C1)NC(=O)C1CNCCC1